FC1=CC=C(C=C1)N1C(C(=CC=C1C)C(=O)NC1=CC=C(C=C1)OC1=CC=NC2=CC=C(N=C12)OC)=O 1-(4-Fluorophenyl)-N-[4-[(6-methoxy-1,5-naphthyridin-4-yl)oxy]phenyl]-6-methyl-2-oxopyridine-3-carboxamide